(3-acetamidopropyl)triethoxysilane C(C)(=O)NCCC[Si](OCC)(OCC)OCC